NONADECANOIC ACID C(CCCCCCCCCCCCCCCCCC)(=O)O